N-(6-(4-amino-5-(4-((6-methylpyridin-2-yl)oxy)phenyl)-7H-pyrrolo[2,3-d]pyrimidin-6-yl)pyridin-3-yl)methacrylamide NC=1C2=C(N=CN1)NC(=C2C2=CC=C(C=C2)OC2=NC(=CC=C2)C)C2=CC=C(C=N2)NC(C(=C)C)=O